(1S,3R)-1-(2,6-difluoro-4-((1-(3-fluoropropyl)azetidin-3-ylidene)methyl)phenyl)-3-methyl-2-(2,2,2-trifluoroethyl)-1,2,3,4-tetrahydroisoquinoline-6-carboxylic acid FC1=C(C(=CC(=C1)C=C1CN(C1)CCCF)F)[C@H]1N([C@@H](CC2=CC(=CC=C12)C(=O)O)C)CC(F)(F)F